1-(5-(6-chloro-3-(1H-imidazol-1-yl)-5-methoxy-1-methyl-1H-pyrrolo[3,2-b]pyridin-2-yl)-1H-1,2,4-triazol-3-yl)ethan-1-ol ClC=1C=C2C(=NC1OC)C(=C(N2C)C2=NC(=NN2)C(C)O)N2C=NC=C2